3-bromo-5-tert-butyl-1,2-benzenediol BrC1=C(C(=CC(=C1)C(C)(C)C)O)O